FC(C(=O)O)(F)F.N1=CC=C(C=C1)/C=C/C1=NNC2=CC(=CC=C12)C=C1NC(CC2=CC=CC=C12)=O (3-((E)-2-(pyridin-4-yl)vinyl)-1H-indazol-6-yl)methylene-1,2-dihydroisoquinolin-3(4H)-one trifluoroacetate salt